7-(5-(dimethylamino)-8,8-difluoro-5,6,7,8-tetrahydronaphthalen-2-yl)-2-(((3S,4R)-3-hydroxytetrahydro-2H-pyran-4-yl)amino)-N,N-dimethyl-7H-pyrrolo[2,3-d]pyrimidine-6-carboxamide CN(C1C=2C=CC(=CC2C(CC1)(F)F)N1C(=CC2=C1N=C(N=C2)N[C@H]2[C@@H](COCC2)O)C(=O)N(C)C)C